C(C)OC(=O)C1=C(NC(=C(C1=O)F)C)C=1C(=NC2=CC=CC=C2C1)OC1=C(C(=C(C=C1)F)F)C 2-[2-(3,4-Difluoro-2-methyl-phenoxy)-3-quinolinyl]-5-fluoro-6-methyl-4-oxo-1H-pyridine-3-carboxylic acid ethyl ester